BrC=1C=C(C(=NC1)NC1CCCCC1)C(F)(F)F 5-bromo-N-cyclohexyl-3-(trifluoromethyl)pyridin-2-amine